3-bromo-N,N-bis(4-methoxybenzyl)-5-methyl-4-(trifluoromethyl)aniline BrC=1C=C(N(CC2=CC=C(C=C2)OC)CC2=CC=C(C=C2)OC)C=C(C1C(F)(F)F)C